tert-butyl [6'-(difluoromethyl)-3-formyl-4'-methoxy[2,3'-bipyridine]-4-yl]carbamate FC(C1=CC(=C(C=N1)C1=NC=CC(=C1C=O)NC(OC(C)(C)C)=O)OC)F